[Si]([O-])([O-])([O-])[O-].[Na+].[Mo+4] molybdenum sodium silicate